(S)-4-(2-chloro-4-(1-(3-fluorophenyl)-3-(methylamino)propoxy)benzyl)-1-methyl-1,2,3,4-tetrahydro-5H-pyrido[2,3-e][1,4]diazepin-5-one ClC1=C(CN2CCN(C3=C(C2=O)C=CC=N3)C)C=CC(=C1)O[C@@H](CCNC)C1=CC(=CC=C1)F